N-[(2E)-3-(4-fluorophenyl)-2-propenyl]-1-(7-methylthiothieno[3,2-d]pyrimidin-4-yl)-4-piperidinylamine FC1=CC=C(C=C1)/C=C/CNC1CCN(CC1)C=1C2=C(N=CN1)C(=CS2)SC